4-Diethylamino-but-2-enoic acid [4-(3-bromo-phenylamino)-quinazolin-6-yl]-amide BrC=1C=C(C=CC1)NC1=NC=NC2=CC=C(C=C12)NC(C=CCN(CC)CC)=O